3-(1-(4-bromophenyl)pyrrolidin-3-yl)-2-fluorobenzoic acid BrC1=CC=C(C=C1)N1CC(CC1)C=1C(=C(C(=O)O)C=CC1)F